FC=1C=C2C=NN(C2=CC1C1=CC=CC=2C(=COC21)CC(=O)OC)C methyl 2-[7-(5-fluoro-1-methylindazol-6-yl)-1-benzofuran-3-yl]acetate